COC1=CC2=C(N(C(N=C2)C)[C@H](C)C2=C(C(=CC=C2)C(F)(F)F)C)N=C1 6-methoxy-2-methyl-N-{(1R)-1-[2-methyl-3-(trifluoromethyl)phenyl]ethyl}pyrido[2,3-d]pyrimidin